C(C)(C)(C)C=1C=C(C(=O)NC2=CC3=C(SC(=C3)CCC(=O)NO)C=C2)C=CC1 3-(tert-Butyl)-N-(2-(3-(hydroxyamino)-3-oxopropyl)benzo[b]thiophen-5-yl)benzamide